N1(N=CC=C1)C=1C=C(CN(C2=CC=C(CN3C(CNC(C3)=O)=O)C=C2)CC2=CC(=CC=C2)OC)C=CC1 1-(4-((3-(1H-pyrazol-1-yl)benzyl)(3-methoxybenzyl)amino)benzyl)piperazine-2,5-dione